OCC(CCCCC(=O)OC(CCCC)CCCC)CO nonan-5-yl 7-hydroxy-6-(hydroxymethyl)heptanoate